6-(2-amino-5-(4-(2-cyclobutyl-2,7-diazaspiro[3.5]nonan-7-yl)phenyl)-6-fluoropyridin-3-yl)-7-fluoro-3,4-dihydroisoquinolin-1(2H)-one NC1=NC(=C(C=C1C=1C=C2CCNC(C2=CC1F)=O)C1=CC=C(C=C1)N1CCC2(CN(C2)C2CCC2)CC1)F